C(C)C1(CCCCC1)N(C(OC1=CC=2C(C3=CC=CC=C3C(C2C=C1)=O)=O)=O)C1CCCCC1 1-(anthraquinone-2-yl) ethyl-N,N-dicyclohexylcarbamate